C1(=CC=CC2=CC=CC=C12)N[C@@H](C)C(=O)O (1-naphthyl)-alanine